3-bis(hydroxyethyl)aminopropansulfonat OCCN(CCCS(=O)(=O)[O-])CCO